3,5-dichlorophenol ClC=1C=C(C=C(C1)Cl)O